2-((S)-1-Acryloyl-4-((S)-7-(7-chloroindolin-1-yl)-2-(3-(dimethylamino)azetidin-1-yl)-5,6,7,8-tetrahydroquinazolin-4-yl)piperazin-2-yl)acetonitrile C(C=C)(=O)N1[C@H](CN(CC1)C1=NC(=NC=2C[C@H](CCC12)N1CCC2=CC=CC(=C12)Cl)N1CC(C1)N(C)C)CC#N